1-(3-trifluoromethoxyphenyl)piperazine FC(OC=1C=C(C=CC1)N1CCNCC1)(F)F